O=C1NC(CCC1N1C(C2=CC=C(C=C2C1=O)N1CCC(CC1)CN1CCN(CC1)CC1CCNCC1)=O)=O 2-(2,6-dioxo-3-piperidyl)-5-[4-[[4-(4-piperidylmethyl)piperazin-1-yl]methyl]-1-piperidyl]isoindoline-1,3-dione